1-(4-(4-((4-([1,2,4]triazolo[1,5-a]pyridin-7-yloxy)-3-methylphenyl)amino)pyrrolo[2,1-f][1,2,4]triazin-5-yl)piperidin-1-yl)prop-2-en-1-one N=1C=NN2C1C=C(C=C2)OC2=C(C=C(C=C2)NC2=NC=NN1C2=C(C=C1)C1CCN(CC1)C(C=C)=O)C